C(CCCC)OC(C\C=C/CCO)OCCCCC (3Z)-6,6-dipentoxy-3-hexen-1-ol